2-amino-N-(4-hydroxy-bicyclo[2.2.2]oct-1-yl)-5-(1'-(tetrahydro-2H-pyran-4-yl)-3H-spiro[isobenzofuran-1,4'-piperidin]-5-yl)nicotinamide NC1=C(C(=O)NC23CCC(CC2)(CC3)O)C=C(C=N1)C=1C=C3COC2(CCN(CC2)C2CCOCC2)C3=CC1